BrC=1C(=C2C(=CC1)C(NCC21CC1)=O)F 6-bromo-5-fluoro-spiro[2,3-dihydroisoquinolin-4,1'-cyclopropane]-1-one